NC=1C2=C(N=CN1)C(=NN2C2=CC=C(C(=O)NC1=NC=CC(=C1)C(F)(F)F)C=C2)C2CCCC2 4-(7-amino-3-cyclopentyl-1H-pyrazolo[4,3-d]pyrimidin-1-yl)-N-(4-(trifluoromethyl)pyridin-2-yl)benzamide